6-(4-(tert-butyl)phenyl)-2-(methylthio)-8-phenylpyrido[2,3-d]pyrimidin-7(8H)-one C(C)(C)(C)C1=CC=C(C=C1)C1=CC2=C(N=C(N=C2)SC)N(C1=O)C1=CC=CC=C1